Cl/C(=C(/C=O)\C)/CC1=CC=CS1 (E)-3-CHLORO-2-METHYL-3-(2-THENYL)ACROLEIN